C(C)OC(NC1=C(C=C(C=C1)CNC1=CC(=C(C=C1)F)F)C)=O {4-[(3,4-Difluorophenylamino)methyl]-2-methylphenyl}carbamic acid ethyl ester